FC1=C(C=CC(=C1)F)S(=O)(=O)C=CC=1C(=NC(=NC1)NC=1C=C2C=NNC2=CC1)NC 5-{2-[(2,4-Difluorophenyl)sulfonyl]vinyl}-N2-(1H-indazol-5-yl)-N4-methylpyrimidine-2,4-diamine